2-isopropyl-6,7-dihydro-5H-quinolin-8-one C(C)(C)C1=NC=2C(CCCC2C=C1)=O